[Ir](O)(O)O.C(CCCCC)=N hexaanimine iridium hydroxide